Aluminum (Oxy) Hydroxide O(O)O.[Al]